BrC1=NN=C(S1)NC(CSC=1NC(C2=C(N1)N(N=C2)C2CCOCC2)=O)=O N-(5-bromo-1,3,4-thiadiazol-2-yl)-2-((4-oxo-1-(tetrahydro-2H-pyran-4-yl)-4,5-dihydro-1H-pyrazolo[3,4-d]pyrimidin-6-yl)thio)acetamide